COC(=O)C1N2C(CC(C1=O)CC2)C(F)(F)F.C(CCCCC)OCC(CNC2=CC=C(C=C2)NCC(COCCCCCC)O)O 1,4-bis[3-hexyloxy-2-hydroxy-propylamino]benzene methyl-3-oxo-6-(trifluoromethyl)-1-azabicyclo[2.2.2]octane-2-carboxylate